BrC=1C=C2C=NN(C2=C(C1)NS(=O)(=O)C=1C=NN(C1)C1=NC=CC(=C1)C(F)(F)F)C N-(5-bromo-1-methyl-1H-indazol-7-yl)-1-(4-(trifluoromethyl)pyridin-2-yl)-1H-pyrazole-4-sulfonamide